C1(=CC=CC=C1)C=1C=CC2=C(CCC3C(NN=C23)C=2C=C3N=CC=NC3=CC2)C1 7-phenyl-3-(quinoxalin-6-yl)-3,3a,4,5-tetrahydro-2H-benzo[g]indazole